N-(3-(phenylamino)quinolin-8-yl)quinolin-8-sulfonamide C1(=CC=CC=C1)NC=1C=NC2=C(C=CC=C2C1)NS(=O)(=O)C=1C=CC=C2C=CC=NC12